(-)-N-(2-(5-chloro-6-(4-fluorophenyl)-4-(2-hydroxypropan-2-yl)pyridin-2-yl)-2-cyclopropyl-2-hydroxyEthyl)-3-cyclopropyl-8-methoxycinnoline-6-carboxamide ClC=1C(=CC(=NC1C1=CC=C(C=C1)F)C(CNC(=O)C=1C=C2C=C(N=NC2=C(C1)OC)C1CC1)(O)C1CC1)C(C)(C)O